4-Methyl-N-[4-(1-methyl-azepan-3-yl)-2-trifluoromethyl-phenyl]-3-(4-pyridin-3-yl-pyrimidin-2-ylamino)-benzamide CC1=C(C=C(C(=O)NC2=C(C=C(C=C2)C2CN(CCCC2)C)C(F)(F)F)C=C1)NC1=NC=CC(=N1)C=1C=NC=CC1